2,6-dihydroxystyrene OC1=C(C=C)C(=CC=C1)O